SCCC(C(=[O+][S-])[O-])(CC1=CC(=C(C(=C1)C(C)(C)C)O)C(C)(C)C)CCS bis(2-mercapto-ethyl)-(3-(3,5-di-tert.butyl-4-hydroxyphenyl)propionate) sulphide